C1=CC=C(C(=C1)/C=C/C(=O)C(=O)[O-])C(=O)[O-] The molecule is a dicarboxylic acid dianion resulting from removal of a proton from both carboxy groups of trans-2-carboxybenzylidenepyruvic acid. It derives from a pyruvate.